N[C@H]1[C@@H](CCC1)OC1=C(C(=CC(=C1)C)F)C1=CC(=NN1)NC=1N=CC(=NC1)C#N 5-((5-(2-(((1R,2R)-2-Aminocyclopentyl)oxy)-6-fluoro-4-methylphenyl)-1H-pyrazol-3-yl)amino)pyrazine-2-carbonitrile